5-chloro-4-[8-fluoro-2-{[(2R,7aS)-2-fluorotetrahydro-1H-pyrrolizin-7a(5H)-yl]methoxy}-4-(8-oxa-3-azabicyclo[3.2.1]octan-3-yl)pyrido[4,3-d]pyrimidin-7-yl]-6-methylquinolin-2-ol ClC1=C2C(=CC(=NC2=CC=C1C)O)C1=C(C=2N=C(N=C(C2C=N1)N1CC2CCC(C1)O2)OC[C@]21CCCN1C[C@@H](C2)F)F